ClC1=CC(=C(C=C1)C1C(C(N(C1CC(C)(C)C)CC#C)C(=O)O)C1=CC(=CC=C1)Cl)F 4-(4-chloro-2-fluorophenyl)-3-(3-chlorophenyl)-5-neopentyl-1-(prop-2-yn-1-yl)pyrrolidine-2-carboxylic acid